((2R,3S,4R,5R)-5-(3-((benzyloxy)carbonyl)pyridin-1-ium-1-yl)-3,4-dihydroxytetrahydrofuran-2-yl)methyl hydrogen phosphate P(=O)(OC[C@H]1O[C@H]([C@@H]([C@@H]1O)O)[N+]1=CC(=CC=C1)C(=O)OCC1=CC=CC=C1)(O)[O-]